2-{6-bromo-3-methylimidazo[4,5-b]pyridin-2-yl}-5-(4-cyclopropylphenyl)-3-(ethylsulfanyl)pyridine BrC=1C=C2C(=NC1)N(C(=N2)C2=NC=C(C=C2SCC)C2=CC=C(C=C2)C2CC2)C